N1(CCCCC1)C(=O)C=1C=NN2C1C=CC=C2C=2C=C1C=CC(NC1=CC2)=O 6-(3-(piperidine-1-carbonyl)pyrazolo[1,5-a]pyridin-7-yl)quinolin-2(1H)-one